[C@H]12OC[C@H](N(C1)CC(=O)N1C3=CC=C(C=C3OC=3C=C(C=CC13)Br)Br)C2 2-((1R,4R)-2-oxa-5-azabicyclo[2.2.1]heptan-5-yl)-1-(3,7-dibromo-10H-phenoxazin-10-yl)ethan-1-one